3-acrylamido-N-(2-bromo-5-hydroxyphenyl)benzamide C(C=C)(=O)NC=1C=C(C(=O)NC2=C(C=CC(=C2)O)Br)C=CC1